COC(CC(=O)C1=CC=C(C(=O)OC)C=C1)=O Methyl 4-(3-methoxy-3-oxopropanoyl)benzoate